p-methoxydimethylbenzene COC1=CC(=C(C=C1)C)C